5'-chloro-2'-[(1R,5S,6S)-6-(pyridin-2-yl)-3-azabicyclo[3.1.0]hexane-3-carbonyl]-7',8'-dihydro-6'H-spiro[cyclohexane-1,9'-furo[2,3-f]quinazoline]-7'-one ClC=1C=C2C(=C3C4(NC(NC13)=O)CCCCC4)OC(=C2)C(=O)N2C[C@H]4C([C@H]4C2)C2=NC=CC=C2